3-((2-hydroxypropyl)thio)propane-1,2-diol OC(CSCC(CO)O)C